C(C)O[Si]1(N(CCC1)C[Si](OCC)(C)C)C 2-ethoxy-2-methyl-1-dimethylethoxysilylmethyl-1-aza-2-silacyclopentane